CN1N=CC=C1N1C(C2(C=3C(=CC=CC13)C#N)CCCC2)=O 1'-(1-methyl-1H-pyrazol-5-yl)-2'-oxospiro[cyclopentane-1,3'-indoline]-4'-carbonitrile